(4aR,8aS)-6-(3-(4-(3-(2,2,2-trifluoroethoxy)azetidin-1-yl)phenyl)azetidine-1-carbonyl)hexahydro-2H-pyrido[4,3-b][1,4]oxazin-3(4H)-one FC(COC1CN(C1)C1=CC=C(C=C1)C1CN(C1)C(=O)N1C[C@@H]2[C@@H](OCC(N2)=O)CC1)(F)F